C(=C)OCCOCCOCCO Triethylene glycol monovinyl ether